Methyl 2-((3S,5S)-1-(4-(trifluoromethyl)benzyl)-5-(4-(trifluoromethyl)phenyl)piperidin-3-yl)propanoate FC(C1=CC=C(CN2C[C@@H](C[C@H](C2)C2=CC=C(C=C2)C(F)(F)F)C(C(=O)OC)C)C=C1)(F)F